C1N(CC2=CC=CC=C12)CC1=C2C=CC=NC2=C(C=C1)OCC1=CC=C(C(=O)N(C)C)C=C1 4-(((5-(Isoindolin-2-ylmethyl)quinolin-8-yl)oxy)methyl)-N,N-dimethylbenzamide